2-amino-4-hydroxy-3,3-dimethylbutanoic acid NC(C(=O)O)C(CO)(C)C